COC=1C2=C(N=C(N1)NC1CCC(CC1)NC(C)=O)NC=C2C2=CC=1N(C=C2)N=CC1 N-((1r,4r)-4-((4-methoxy-5-(pyrazolo[1,5-a]pyridin-5-yl)-7H-pyrrolo[2,3-d]pyrimidin-2-yl)amino)cyclohexyl)acetamide